mercurous perchlorate trihydrate O.O.O.Cl(=O)(=O)(=O)[O-].[Hg+]